C1=CC2=C3C(CC4=CC=CC5=CC=C1C3=C45)=CC=C2 6H-benzo[cd]pyrene